C(C)N1N=CC=C1C(=O)N[C@H](C=1N=C2N(N=C(C=C2)CC2(C(NCC(C2)C)=O)C(=O)OC)C1)C1CCC(CC1)C Methyl 3-((2-((S)-(1-ethyl-1H-pyrazole-5-carboxamido)((1r,4S)-4-methylcyclohexyl)methyl)imidazo[1,2-b]pyridazin-6-yl)methyl)-5-methyl-2-oxopiperidine-3-carboxylate